FC(C=1C=C(C=CC1)NC(=O)[C@@H]1[C@@H](N(CCC1)C(C1=C(C=CC=C1C)F)=O)C1=CC=CC=C1)(F)F cis-1-(2-fluoro-6-methylbenzoyl)-2-phenylpiperidine-3-carboxylic acid (3-trifluoromethylphenyl)amide